CN1N=CC2=NC(=CC=C21)C(=O)O 1-methylpyrazolo[4,3-b]pyridine-5-carboxylic acid